7-azabenzotriazin phosphonium [PH4+].N1=NN=CC2=C1C=NC=C2